OC1=CC=C(C=2CCC(OC21)(CCC=C(C)C)C)CCC(=O)C2=C(C=C(C=C2)O)O 3-[3,4-dihydro-8-hydroxy-2-methyl-2-(4-methyl-3-penten-1-yl)-2H-1-benzopyran-5-yl]-1-(2,4-dihydroxyphenyl)-1-propanone